1-((1r,4r)-4-((tert-butyldimethylsilyl)oxy)cyclohexyl)-6-chloro-1H-pyrazolo[3,4-d]pyrimidine [Si](C)(C)(C(C)(C)C)OC1CCC(CC1)N1N=CC=2C1=NC(=NC2)Cl